ClC1=CC=C(C=C1)CN1N=C2C(CN(CC2(F)F)CC2=CC(=CC(=C2)F)F)C1=O 2-[(4-chlorophenyl)methyl]-5-[(3,5-difluorophenyl)methyl]-7,7-difluoro-4,6-dihydro-3aH-pyrazolo[4,3-c]pyridin-3-one